5'-(allyloxy)-2'-bromo-3'-fluoro-4-hydroxy-6-(prop-1-en-1-yl)-2H-[1,4'-bipyridin]-2-one C(C=C)OC=1C(=C(C(=NC1)Br)F)N1C(C=C(C=C1C=CC)O)=O